NC1=CC(=C(C(=O)N[C@H]2[C@H](CN(CC2)CCCCCC(=O)N(C)CCCCCCCC(=O)O)OC)C=C1Cl)OC 8-(6-((3S,4R)-4-(4-amino-5-chloro-2-methoxybenzamido)-3-methoxypiperidin-1-yl)-N-methylhexanamido)octanoic acid